C(C(=O)O)(=O)O.CC(CC(=O)C=1C=C2C=3CC(CCC3NC2=CC1)NC(C)(C)C)(C)C 6-(3,3-dimethylbutanoyl)-3-(tert-butyl)amino-1,2,3,4-tetrahydro-9H-carbazole oxalate